6-(m-tolyl)-4,5-dihydropyridazin-3(2H)-one C1(=CC(=CC=C1)C=1CCC(NN1)=O)C